2-(4-(4-(pyrimidin-2-yl)piperazin-1-yl)butyl)isoindoline-1,3-dione N1=C(N=CC=C1)N1CCN(CC1)CCCCN1C(C2=CC=CC=C2C1=O)=O